O=C1NC(CCC1N1C(C2=CC=CC(=C2C1=O)C=1CCN(CC1)C(=O)OC(C)(C)C)=O)=O tert-butyl 4-[2-(2,6-dioxopiperidin-3-yl)-1,3-dioxoisoindol-4-yl]-3,6-dihydro-2H-pyridine-1-carboxylate